N-isopropyl-N-(2-(2-methyl-1H-indol-3-yl)ethyl)prop-2-en-1-amine Hydrochloride Cl.C(C)(C)N(CC=C)CCC1=C(NC2=CC=CC=C12)C